CN([C@@H]1[C@H](C[C@H]2N(C(N[C@H]21)=O)C=2SC1=C(N2)C2=C(C=C1)OCO2)C)C (3aR,4R,5S,6aR)-4-(dimethylamino)-1-(2H-[1,3]dioxolo[4,5-e][1,3]benzothiazol-7-yl)-5-methylhexahydrocyclopenta[d]imidazol-2(1H)-one